2-bromo-5-(2-ethylhexyl)-thieno[3,2-b]thienothiophene BrC1=CC2=C(C3=C(S2)C(=CS3)CC(CCCC)CC)S1